N(=C=O)CC1(CC(CC(C1)(C)C)N=C=O)C 3-isocyanatomethyl-3,5,5-trimethyl-cyclohexyl isocyanate